[Na].FC(C=1C=NC=CC1S)(F)F 3-(Trifluoromethyl)pyridine-4-thiol sodium salt